C(C(=C)C)(=O)OCCOC(C=C)=O 2-(acryloyloxy)-ethyl methacrylate